(R)-phenylheptylamine C1(=CC=CC=C1)CCCCCCCN